CN1N=CC2=CC(=CC=C12)N 1-methyl-1H-indazol-5-ylamine